6-(3-amino-2-chloro-6-fluorophenyl)-N-methylimidazo[1,5-a]pyrazine-1-carboxamide NC=1C(=C(C(=CC1)F)C=1N=CC=2N(C1)C=NC2C(=O)NC)Cl